CC1=NNC(=C1C1=CC=C(C=C1)NC(=O)[C@H](C(C(C)(C)C)C)NC(=O)C=1N(N=CC1)C(CO)C)C N-[(1S)-1-[[4-(3,5-dimethyl-1H-pyrazol-4-yl)phenyl]carbamoyl]-2,3,3-trimethyl-butyl]-2-[2-hydroxy-1-methyl-ethyl]pyrazole-3-carboxamide